(2-Bromo-6-methylpyridin-4-yl)methanol BrC1=NC(=CC(=C1)CO)C